FCCCNN1CCC1 1-(3-fluoropropyl)aminoazetidine